methyl-3-furanthiol CC=1OC=CC1S